(1-((6-phenylpyridin-3-yl)sulfonyl)pyrrolidin-3-yl)(4-(quinolin-4-yl)piperazin-1-yl)methanone C1(=CC=CC=C1)C1=CC=C(C=N1)S(=O)(=O)N1CC(CC1)C(=O)N1CCN(CC1)C1=CC=NC2=CC=CC=C12